FC1=CC(=C(C=C1)C=1C(=NC(=C(C1)C(F)(F)F)C=1C=NN(C1)C)C=1C=NC=2CCN(CC2C1)C(C=C)=O)OC(C)C 1-[3-[3-(4-fluoro-2-isopropoxy-phenyl)-6-(1-methylpyrazol-4-yl)-5-(trifluoromethyl)-2-pyridinyl]-7,8-dihydro-5H-1,6-naphthyridin-6-yl]prop-2-en-1-one